N-(4-methyl-3-((quinolin-4-ylmethyl)carbamoyl)phenyl)piperazine-2-carboxamide bis(2,2,2-trifluoroacetate) FC(C(=O)O)(F)F.FC(C(=O)O)(F)F.CC1=C(C=C(C=C1)NC(=O)C1NCCNC1)C(NCC1=CC=NC2=CC=CC=C12)=O